C1(CC1)C(C1=CC(=NC=C1)NC(C(C1CCC(CC1)(F)F)NC(=O)C1=CC=NN1C)=O)NC(CCC(F)(F)F)=O N-(2-((4-(Cyclopropyl(4,4,4-trifluorobutanamido)methyl)pyridin-2-yl)amino)-1-(4,4-difluorocyclohexyl)-2-oxoethyl)-1-methyl-1H-pyrazole-5-carboxamide